OC1=C(C=C(C=C1)C1=NC=CC=C1)NC(CCCC)=O N-(2-hydroxy-5-(pyridin-2-yl)phenyl)pentanamide